Cl.O=C1N[C@]2(CCC1)[C@@H](NCCC2)COC2CCC(CC2)C2=C(OCC(=O)O)C=CC=C2 |o1:4,8| 2-{2-[(1S,4s)-4-{[rel-(6S,7R)-2-oxo-1,8-diazaspiro[5.5]undec-7-yl]methoxy}cyclohexyl]phenoxy}acetic acid hydrochloride